2-(4-fluoro-1H-pyrrolo[2,3-b]Pyridin-5-yl)-5-(4-methylpiperazin-1-yl)benzoic acid methyl ester COC(C1=C(C=CC(=C1)N1CCN(CC1)C)C=1C(=C2C(=NC1)NC=C2)F)=O